FC1=C(OC2C[C@@H]3[C@@H](CN(C3)CC(=O)C3=NC=C(C=C3)O)C2)C=CC(=C1)C 2-((3aR,5s,6aS)-5-(2-fluoro-4-methyl-phenoxy)hexahydro-cyclopenta[c]pyrrol-2(1H)-yl)-1-(5-hydroxypyridin-2-yl)ethanone